1-(6-(1-(3-((4-((5-chloropyrimidin-2-yl)amino)piperidin-1-yl)sulfonyl)benzyl)-piperidin-4-yl)-5-fluoro-1-methyl-1H-indazol-3-yl)dihydropyrimidine-2,4(1H,3H)-dione ClC=1C=NC(=NC1)NC1CCN(CC1)S(=O)(=O)C=1C=C(CN2CCC(CC2)C2=C(C=C3C(=NN(C3=C2)C)N2C(NC(CC2)=O)=O)F)C=CC1